bromo-2-(difluoromethyl)-1-(2,2,2-trifluoroethyl)-1H-benzo[d]imidazole BrC1=CC=CC=2N(C(=NC21)C(F)F)CC(F)(F)F